C(C)C(C(C)(C)C)N(NC(C1=C(C(=CC=C1)OC)C)=O)C(C1=CC(=CC(=C1)C)C)=O 3,5-Dimethyl-benzoic acid N-(1-ethyl-2,2-dimethyl-propyl)-N'-(2-methyl-3-methoxybenzoyl)-hydrazide